C1(CCC1)N1C(N(C[C@H]1C)C=1C=C2CN(C(C2=CC1)=O)C1C(NC(CC1)=O)=O)=O 3-(5-((R)-3-cyclobutyl-4-methyl-2-oxoimidazolidin-1-yl)-1-oxoisoindolin-2-yl)piperidine-2,6-dione